FC(N1N=C(C=C1)CC(N1N=CC(=C1)C1=CN=NN1C)C1=CC=C(C=N1)B(O)O)F (6-(2-(1-(difluoromethyl)-1H-pyrazol-3-yl)-1-(4-(1-methyl-1H-1,2,3-triazol-5-yl)-1H-pyrazol-1-yl)ethyl)pyridin-3-yl)boronic acid